N-benzyl-6-methoxy-2-(pyrrolidin-1-yl)-7-(3-(pyrrolidin-1-yl)prop-1-yn-1-yl)quinazolin-4-amine C(C1=CC=CC=C1)NC1=NC(=NC2=CC(=C(C=C12)OC)C#CCN1CCCC1)N1CCCC1